COC=1C=C(/C=C/C2=CC(CC(C2)(C)C)=O)C=CC1 (E)-3-(3-methoxystyryl)-5,5-dimethylcyclohex-2-en-1-one